BrC1=C(C=CC=C1)OC1=C2C(C=C(OC2=CC=C1)C(=O)O)=O 5-((2-bromophenyl)oxy)-4-oxo-4H-chromen-2-carboxylic acid